methyl (3S)-1,2-diazinane-3-carboxylate N1N[C@@H](CCC1)C(=O)OC